((3S,5R)-4-acryloyl-3,5-dimethylpiperazin-1-yl)-7-(3-amino-2,4,5,6-tetrafluorophenyl)-6-chloro-1-(2-isopropyl-4-methylpyridin-3-yl)-2-oxo-1,2-dihydro-1,8-naphthyridine-3-carbonitrile C(C=C)(=O)N1[C@H](CN(C[C@H]1C)C1=C(C(N(C2=NC(=C(C=C12)Cl)C1=C(C(=C(C(=C1F)F)F)N)F)C=1C(=NC=CC1C)C(C)C)=O)C#N)C